2,3-dihydro-1,4-benzothiazepine S1CCN=CC2=C1C=CC=C2